ClC1=C2C=CN(C(C2=CC=C1)=O)C1=NNC=C1 5-chloro-2-(1H-pyrazol-3-yl)isoquinolin-1(2H)-one